COC(C1=CN=C(C=C1NC1CCOCC1)Cl)=O 6-chloro-4-((tetrahydro-2H-pyran-4-yl)amino)nicotinic acid methyl ester